(2s)-3-(4-(1,2-dithiolan-3-yl)butyl)-1-(3,5,6-trimethylpyrazin-2-yl)-1H-pyrazol-5-ol S1SC(CC1)CCCCC1=NN(C(=C1)O)C1=NC(=C(N=C1C)C)C